C(C1=CC=CC=C1)OC(=O)N1C[C@H]([C@@H](C1)OCCOC)N=[N+]=[N-] Trans-3-azido-4-(2-methoxyethoxy)pyrrolidine-1-carboxylic acid benzyl ester